5-butyl-3-(4-chlorophenyl)-2,6-dimethylfuro[3,2-c]pyridin-4(5H)-one C(CCC)N1C(C2=C(C=C1C)OC(=C2C2=CC=C(C=C2)Cl)C)=O